N-(5-((5-methylhexahydropyrrolo[3,4-c]pyrrol-2(1H)-yl)methyl)pyridin-2-yl)pyrimidin CN1CC2C(C1)CN(C2)CC=2C=CC(=NC2)N2CN=CC=C2